tert-butyl N-[2-[2,4-dichloro-6-[2-[6-(trifluoromethoxy)-1H-indol-3-yl]ethylamino]pyrimidin-5-yl]oxyethyl]carbamate ClC1=NC(=C(C(=N1)Cl)OCCNC(OC(C)(C)C)=O)NCCC1=CNC2=CC(=CC=C12)OC(F)(F)F